C(C)(C)(C)OC(NN=C(C)C=1C=NC=CC1)=O N-[1-(3-pyridinyl)ethylideneamino]Carbamic acid tert-butyl ester